CC(CC)(C=1OCCN1)C 2-(dimethylpropyl)-2-oxazoline